COC1=CC=C(CN2N=CC3=C(C2=O)C(=NN3C(COCC(=O)O)C)C(F)(F)F)C=C1 2-(2-(5-(4-methoxybenzyl)-4-oxo-3-(trifluoromethyl)-4,5-dihydro-1H-pyrazolo[3,4-d]pyridazin-1-yl)propoxy)acetic acid